S1C(=CC=C1)CS(=O)(=O)OCCOS(=O)(=O)CC=1SC=CC1 ethylene glycol di(thiophene-2-methanesulfonate)